(S)-3-(4-(7'-chloro-2'-oxospiro[cyclopropane-1,3'-indoline]-1'-yl)phenyl)-2-(2,4,6-trichlorobenzoylamino)propionic acid ClC=1C=CC=C2C3(C(N(C12)C1=CC=C(C=C1)C[C@@H](C(=O)O)NC(C1=C(C=C(C=C1Cl)Cl)Cl)=O)=O)CC3